NC1=C2C(=NC=N1)N(N=C2C)C(C)C2=C(C(=C(C#N)C(=C2)Cl)C2CN(C2)CC2CCOCC2)OC 4-[1-(4-amino-3-methyl-1H-pyrazolo[3,4-d]pyrimidin-1-yl)ethyl]-6-chloro-3-methoxy-2-[1-(tetrahydro-2H-pyran-4-ylmethyl)azetidin-3-yl]benzonitrile